Bis(2-oxo-2H-chromen-7-yl) (propane-2,2-diylbis(4,1-phenylene)) bis(sulfate) S(=O)(=O)(OC1=CC=C2C=CC(OC2=C1)=O)OC1=CC=C(C=C1)C(C)(C)C1=CC=C(C=C1)OS(=O)(=O)OC1=CC=C2C=CC(OC2=C1)=O